3-chloro-5-{[4-(2-methoxyethyl)piperazin-1-yl]methyl}pyridin ClC=1C=NC=C(C1)CN1CCN(CC1)CCOC